FC(S(=O)(=O)OC=1C2=C(OCCC1)C=C(C=C2)OC(C(C)(C)C)=O)(F)F pivalic acid 5-(((trifluoromethyl) sulfonyl) oxy)-2,3-dihydrobenzo[b]oxepin-8-yl ester